isopropyl (+/-)-(1S,3R)-3-hydroxycyclohexane-1-carboxylate O[C@H]1C[C@H](CCC1)C(=O)OC(C)C |r|